ClC1=NC=CC(=N1)N(CC1=CC=C(C=C1)OC)C1=NN(C(=C1)C1CC1)C 2-chloro-N-(5-cyclopropyl-1-methyl-1H-pyrazol-3-yl)-N-(4-methoxybenzyl)pyrimidin-4-amine